[N-](S(=O)(=O)C(F)(F)C(F)(F)F)S(=O)(=O)C(F)(F)C(F)(F)F.C(CC)[NH+]1CCCCC1 1-propylpiperidinium bis(pentafluoroethanesulfonyl)imide salt